ClC=1C=C(C=C(C1)Cl)C(CC(=O)OCC)=O ethyl 3-(3,5-dichlorophenyl)-3-oxopropionate